ClCC1(CC=C(C=C1)C1=CC=CC=C1)CCl 4,4-Bis-chloromethylbiphenyl